vinyl-[1,1'-biphenyl]-3,5-dicarboxylic acid C(=C)C1=C(C=C(C=C1C(=O)O)C(=O)O)C1=CC=CC=C1